1-(Rac-(5s,7s)-7-fluoro-5-phenyl-6,7-dihydro-5H-pyrrolo[1,2-b][1,2,4]triazol-2-yl)-2-methyl-propan-1-one F[C@H]1C[C@H](N2N=C(N=C21)C(C(C)C)=O)C2=CC=CC=C2 |r|